BrC=1C=CC(=NC1)C=1C(=NC=CN1)C(C)NC(C1=CC(=CC(=C1)C(F)(F)F)C1CC1)=O N-[1-[3-(5-bromo-2-pyridyl)pyrazin-2-yl]ethyl]-3-cyclopropyl-5-(trifluoromethyl)benzamide